[C@H]1([C@H](O)[C@@H](O)[C@@H](O)[C@H](O1)CO)OC[C@@H]([C@@H]([C@@H](CCCCC)O)O)NC(CCCCCCCCCCCCCCCCCCCCCCCCC)=O (2S,3S,4R)-1-O-(α-D-galactosyl)-2-(N-hexacosanoylamino)-1,3,4-nonanetriol